C(C)[Si](OCC)(OCC)C1=CC=CC=C1 ethyl-(phenyl)diethoxysilane